(4-(7-(3,4-dimethoxyphenyl)pyrazolo[1,5-a]pyrimidine-2-carboxamido)benzoyl)-L-leucine COC=1C=C(C=CC1OC)C1=CC=NC=2N1N=C(C2)C(=O)NC2=CC=C(C(=O)N[C@@H](CC(C)C)C(=O)O)C=C2